C(C)NC(CN(C)C1=C(C=C(C=C1)C=O)[N+](=O)[O-])=O N-ETHYL-2-[(4-FORMYL-2-NITROPHENYL)(METHYL)AMINO]ACETAMIDE